ClC=1C(=C2C(=NC1)NC(=N2)C2=CC=C(C=C2)N2CCOCC2)NC2CCN(CC2)CC=2SC=CC2 6-Chloro-2-(4-morpholin-4-ylphenyl)-N-[1-(thiophen-2-ylmethyl)piperidin-4-yl]-3H-imidazo[4,5-b]pyridin-7-amine